N-(1'-(quinoline-8-carbonyl)spiro[cyclohexane-1,3'-indolin]-5'-yl)methanesulfonamide N1=CC=CC2=CC=CC(=C12)C(=O)N1CC2(C3=CC(=CC=C13)NS(=O)(=O)C)CCCCC2